4-((6-(3,4-dichlorophenyl)pyridin-2-yl)thio)-1H-1,2,3-triazole-5-carboxylic acid ClC=1C=C(C=CC1Cl)C1=CC=CC(=N1)SC=1N=NNC1C(=O)O